4-(difluoromethoxy)-2-[(3R)-3-methylmorpholin-4-yl]-8-(1H-pyrazol-5-yl)-1,7-naphthyridine FC(OC1=CC(=NC2=C(N=CC=C12)C1=CC=NN1)N1[C@@H](COCC1)C)F